(R)-N-[(5-chloro-3,4-dihydro-8-hydroxy-3-methyl-1-oxo-1H-benzo(c)pyran-7-yl)carbonyl]-3-phenylalanine ClC1=CC(=C(C=2C(OC(CC21)C)=O)O)C(=O)N[C@H](CC2=CC=CC=C2)C(=O)O